3-(pyrimidin-4-yloxy)pyrrolidin N1=CN=C(C=C1)OC1CNCC1